5-(3,3-difluoroazetidin-1-yl)pentanoic acid FC1(CN(C1)CCCCC(=O)O)F